1-(tert-butyl) 2-methyl (4R)-4-fluoro-2-methylpyrrolidine-1,2-dicarboxylate F[C@@H]1CC(N(C1)C(=O)OC(C)(C)C)(C(=O)OC)C